(piperidin-4-yl)-2,5-bis(trifluoromethyl)-1H-benzo[d]imidazole N1CCC(CC1)N1C(=NC2=C1C=CC(=C2)C(F)(F)F)C(F)(F)F